tert-butyl 6-(((benzyloxy)carbonyl)amino)-3,4-dihydroisoquinoline-2(1H)-carboxylate C(C1=CC=CC=C1)OC(=O)NC=1C=C2CCN(CC2=CC1)C(=O)OC(C)(C)C